C(CC(CCC)SSC(CCO)CCC)O 3,3'-dithio-bis(1-hexanol)